5-(5-cyano-6-(((3R,4R)-3-methoxytetrahydro-2H-pyran-4-yl)amino)pyridin-3-yl)-2-fluoro-N-(isoxazol-3-yl)-4-methylbenzamide C(#N)C=1C=C(C=NC1N[C@H]1[C@H](COCC1)OC)C=1C(=CC(=C(C(=O)NC2=NOC=C2)C1)F)C